C1(CC1)C1=C(C(=NO1)C1=C(C=NC=C1Cl)Cl)/C=C/C1CC2(CC(C2)CO)C1 (E)-(6-(2-(5-cyclopropyl-3-(3,5-dichloropyridin-4-yl)isoxazol-4-yl)vinyl)spiro[3.3]hept-2-yl)methanol